FC=1C=C(C=CC1F)[C@H]1[C@@H](C1)NC1=C2N=CN(C2=NC(=N1)SCCC)[C@H]1[C@@H]([C@@H]([C@H](C1)OCCO)O)O (1S,2S,3R,5S)-3-(6-(((1R,2S)-2-(3,4-difluorophenyl)cyclopropyl)amino)-2-(propylsulfanyl)-9H-purin-9-yl)-5-(2-hydroxyethoxy)cyclopentane-1,2-diol